1-(2-hydroxyethyl)-8-[5-(4-methylpiperazin-1-yl)-2-(trifluoromethoxy)anilino]-4,5-dihydropyrazolo[4,3-h]quinazoline-3-carboxamide OCCN1N=C(C=2CCC=3C=NC(=NC3C21)NC2=C(C=CC(=C2)N2CCN(CC2)C)OC(F)(F)F)C(=O)N